OCCCCOC=1C=C(C=C(C1)[N+](=O)[O-])CS(=NC(OC(C)(C)C)=O)(=O)C tert-butyl N-[[3-(4-hydroxybutoxy)-5-nitro-phenyl]methyl-methyl-oxo-λ6-sulfanylidene]carbamate